N-[2-(6-cyano-2-pyridyl)-2-(1-methylpyrazol-4-yl)propyl]-5-(2,4-difluorophenyl)-1,3,4-thiadiazole-2-carboxamide C(#N)C1=CC=CC(=N1)C(CNC(=O)C=1SC(=NN1)C1=C(C=C(C=C1)F)F)(C)C=1C=NN(C1)C